2-[2-[(2R)-2-(3-bromophenyl)pyrrolidine-1-carbonyl]-1,3-thiazol-5-yl]-6-ethoxypyrazine BrC=1C=C(C=CC1)[C@@H]1N(CCC1)C(=O)C=1SC(=CN1)C1=NC(=CN=C1)OCC